N''-[(Z)-[3-[1-(2-nitrophenyl)-1H-pyrrol-2-yl]prop-2-en-1-ylidene]amino]guanidine [N+](=O)([O-])C1=C(C=CC=C1)N1C(=CC=C1)C=C\C=N/N=C(N)N